CS(=O)(=O)C=1N=CC2=C(N1)N(C(C=C2)=O)[C@@H]2[C@@](CCC2)(C)O |r| 2-methylsulfonyl-8-[rac-(1S,2S)-2-hydroxy-2-methyl-cyclopentyl]pyrido[2,3-d]pyrimidin-7-one